butyl 4-(6a-ethyl-2-(3-fluoro-2-hydroxyphenyl)-6,6a,7,8,9,10-hexahydro-5H-pyrazino[1',2':4,5]pyrazino[2,3-c]pyridazine-8-carbonyl)-3,3-dimethylpiperazine-1-carboxylate C(C)C12N(C=3C(=NN=C(C3)C3=C(C(=CC=C3)F)O)NC1)CCN(C2)C(=O)N2C(CN(CC2)C(=O)OCCCC)(C)C